chloromethyl(dichloromethyl)bicyclo(2.2.1)heptane ClCC1C2(CCC(C1)C2)C(Cl)Cl